(R)-3-methyl-4-oxopiperidine-1,3-dicarboxylic acid 1-(tert-butyl) 3-methyl ester COC(=O)[C@@]1(CN(CCC1=O)C(=O)OC(C)(C)C)C